4,4'-dichlorodiphenylamine C1=CC(=CC=C1NC2=CC=C(C=C2)Cl)Cl